6-[(3-morpholinopropyl)amino]-1,3-bis(3-methylphenyl)pyrimidine-2,4(1H,3H)-dione O1CCN(CC1)CCCNC1=CC(N(C(N1C1=CC(=CC=C1)C)=O)C1=CC(=CC=C1)C)=O